9-((4-chloro-7-fluoroindolin-1-yl)methyl)-N,N-dimethyl-2-morpholino-4-oxo-4H-pyrido[1,2-a]pyrimidine-7-carboxamide ClC1=C2CCN(C2=C(C=C1)F)CC1=CC(=CN2C1=NC(=CC2=O)N2CCOCC2)C(=O)N(C)C